5-bromo-N-((3-chloro-4-fluorophenyl)(5-methyl-4-(methylsulfonyl)-1H-imidazol-2-yl)methyl)thiazol-2-amine BrC1=CN=C(S1)NC(C=1NC(=C(N1)S(=O)(=O)C)C)C1=CC(=C(C=C1)F)Cl